C1(=CC=CC=2C3=CC=CC=C3CC12)COC(=O)N[C@@H](CC1=CNC=N1)C(=O)O N-fluorenylmethoxycarbonyl-L-histidine